3-[[4-[3-fluoro-5-isobutyl-2-(2H-tetrazol-5-yl)phenyl]-2,2-dimethyl-piperazin-1-yl]-methyl]pyridazine FC=1C(=C(C=C(C1)CC(C)C)N1CC(N(CC1)CC=1N=NC=CC1)(C)C)C=1N=NNN1